PCCCC phospha-pentan